FC1(CN(CC1)C1=NC=CC(=C1C1=NC2=C(C=NC(=C2)C)N1COCC[Si](C)(C)C)C1=C(C=CC=C1)F)F 2-[[2-[2-(3,3-difluoropyrrolidin-1-yl)-4-(2-fluorophenyl)-3-pyridinyl]-6-methyl-imidazo[4,5-c]pyridin-3-yl]methoxy]ethyl-trimethyl-silane